NC=1C2=C(N=CN1)N(C=C2C=2SC1=C(C2)C=C(C=C1OC)C)C1CN(CC1)C(\C=C\CN1CCC1)=O (E)-1-(3-(4-amino-5-(7-methoxy-5-methylbenzothien-2-yl)-7H-pyrrolo[2,3-d]pyrimidin-7-yl)pyrrolidin-1-yl)-4-(azetidin-1-yl)but-2-en-1-one